C(\C=C\C(=O)OC1CCCCCCC1)(=O)O[C@H](C(=O)OC(C)(C)C)C (S)-1-(tert-butoxy)-1-oxopropan-2-yl cyclooctyl fumarate